(R)-N-(1-(4-amino-6-(trifluoromethyl)pyridin-2-yl)ethyl)-7-methoxy-2-methyl-6-(2-(oxetan-3-yloxy)ethoxy)quinazolin-4-amine NC1=CC(=NC(=C1)C(F)(F)F)[C@@H](C)NC1=NC(=NC2=CC(=C(C=C12)OCCOC1COC1)OC)C